4-[[2-[4-[[4-[2-[4-[4-(2,6-dioxo-3-piperidyl)phenyl]piperazin-1-yl]ethyl]-1-piperidyl]carbamoyl]anilino]-5-fluoro-pyrimidin-4-yl]amino]-N-(2-fluorophenyl)benzamide O=C1NC(CCC1C1=CC=C(C=C1)N1CCN(CC1)CCC1CCN(CC1)NC(=O)C1=CC=C(NC2=NC=C(C(=N2)NC2=CC=C(C(=O)NC3=C(C=CC=C3)F)C=C2)F)C=C1)=O